COC(=O)C1=C(C=C2C(=N1)C(CN2)(C)C)OC 6-Methoxy-3,3-dimethyl-2,3-dihydro-1H-pyrrolo[3,2-b]pyridine-5-carboxylic acid methyl ester